CN(C1=CC=C(C=N1)C1=C(C=C(C=C1)C1CC=CC2=CC=CC=C12)C(F)(F)F)C 1-(4-(6-(dimethylamino)pyridin-3-yl)-3-(trifluoromethyl)phenyl)-1H-naphthalen